ethyl 2-(6-bromo-4-oxoisothiochroman-3-yl)-2-oxoacetate BrC=1C=C2C(C(SCC2=CC1)C(C(=O)OCC)=O)=O